(R)-N-(2,6-dimethyl-2H-indazol-5-yl)-4-(3-methylpiperazin-1-yl)-2,3-dihydro-1H-pyrrolo[2,3-b]pyridine-1-carboxamide 2,2,2-trifluoroacetate FC(C(=O)O)(F)F.CN1N=C2C=C(C(=CC2=C1)NC(=O)N1CCC=2C1=NC=CC2N2C[C@H](NCC2)C)C